pyridin-1-ium (2R,3R,4S,5R)-5-(7-benzamido-3H-[1,2,3]triazolo[4,5-d]pyrimidin-3-yl)-4-fluoro-2-(hydroxymethyl)tetrahydrofuran-3-yl-phosphonate C(C1=CC=CC=C1)(=O)NC=1C2=C(N=CN1)N(N=N2)[C@H]2[C@@H]([C@@H]([C@H](O2)CO)P([O-])([O-])=O)F.[NH+]2=CC=CC=C2.[NH+]2=CC=CC=C2